C(C)(=O)C=1C=C(N2N=CN=C(C21)N)C=2C=C(C(=NC2)OC)C(=O)N[C@@H]2CN(C[C@@H]2F)C([C@@](C(F)(F)F)(C)O)=O 5-{5-acetyl-4-aminopyrrolo[2,1-f][1,2,4]triazin-7-yl}-N-[(3R,4S)-4-fluoro-1-[(2R)-3,3,3-trifluoro-2-hydroxy-2-methylpropanoyl]pyrrolidin-3-yl]-2-methoxypyridine-3-carboxamide